FC=1C=C(OC2=CC(=NC=C2)NC(C(C)C)=O)C=C(C1)F N-[4-(3,5-difluorophenoxy)-2-pyridinyl]-2-methyl-propanamide